(2-((3-fluoropyridin-2-yl)methoxy)pyridin-4-yl)methanamine FC=1C(=NC=CC1)COC1=NC=CC(=C1)CN